SCCCCS 1,4-dimercapto-n-butane